N-(3-(3-carbamoylphenyl)prop-2-yn-1-yl)-N-(((1R,2R,3S,4R)-4-(4-chloro-7H-pyrrolo[2,3-d]pyrimidin-7-yl)-2,3-dihydroxycyclopentyl)methyl)benzamide C(N)(=O)C=1C=C(C=CC1)C#CCN(C(C1=CC=CC=C1)=O)C[C@@H]1[C@H]([C@H]([C@@H](C1)N1C=CC2=C1N=CN=C2Cl)O)O